C(C1=CC=CC=C1)SC=1C(=NC=C(C1)F)OCC 3-(benzylsulfanyl)-2-ethoxy-5-fluoropyridine